C(C(=C)C)(=O)OC(C(=C)C)=O methacrylic acid, (anhydride)